S1C(=NC2=C1C=CC=C2)C2=C(C#N)C(=C(C(=C2N2C1=C(C3=CC=CC=C23)C=CN=C1)N1C2=C(C3=CC=CC=C13)C=CN=C2)N2C1=C(C3=CC=CC=C23)C=CN=C1)N1C2=C(C3=CC=CC=C13)C=CN=C2 2-(benzo[d]thiazol-2-yl)-3,4,5,6-tetrakis(9H-pyrido[3,4-b]indol-9-yl)benzonitrile